1-(tert-butyl) 2-methyl (2S)-3-allyl-4-cyanopyrrolidine-1,2-dicarboxylate C(C=C)C1[C@H](N(CC1C#N)C(=O)OC(C)(C)C)C(=O)OC